P(=O)(O)(O)OC[C@@H]1CC[C@@H](O1)N1C=NC=2C(=O)NC(N)=NC12 diDeoxyguanosine phosphate